C(C)(=O)OC[C@H]1C(C=CC=C1)(C1CC1)O[Si](C)(C)C(C)(C)C (S)-2-((tert-butyldimethylsilyl)oxy)-2-cyclopropylbenzyl acetate